C(#N)C1=CC=C(C(=O)NC2(CCC2)C2=CC=C(C=C2)C=2C=NC(=CC2C)C#N)C=C1 4-cyano-N-(1-(4-(6-cyano-4-methylpyridin-3-yl)phenyl)cyclobutyl)benzamide